2-[1-(2,2-difluoroethyl)-1H-pyrazolo[3,4-b]pyrazin-6-yl]-6-[6-(trifluoromethyl)pyridin-2-yl]-2,6-diazaspiro[3.4]octane FC(CN1N=CC=2C1=NC(=CN2)N2CC1(C2)CN(CC1)C1=NC(=CC=C1)C(F)(F)F)F